2-[[5-ethylsulfonyl-6-[2-oxo-1-(2,2,3,3,3-pentafluoropropyl)-3,4-dihydro-1,7-naphthyridin-6-yl]-3-pyridyl]oxy]-2-methyl-propanenitrile C(C)S(=O)(=O)C=1C=C(C=NC1C=1C=C2CCC(N(C2=CN1)CC(C(F)(F)F)(F)F)=O)OC(C#N)(C)C